ClC1=NC=C(C=C1C(F)(F)F)OCC1=CC=C(C=C1)OC 2-chloro-5-[(4-methoxyphenyl)methoxy]-3-(trifluoromethyl)pyridine